ClC=1C=CC(=C(C1)C1=CC(=C(N=N1)OCC1=CC(=CC=C1)O)NC1=CC(=NC=C1)NC(=O)C1CC(C1)N1CCN(CC1)C)F N-(4-{[6-(5-chloro-2-fluorophenyl)-3-[(3-hydroxyphenyl)methoxy]pyridazin-4-yl]amino}pyridin-2-yl)-3-(4-methylpiperazin-1-yl)cyclobutane-1-carboxamide